NC1=C(C(=NC=N1)OC1=C(C=C(C=C1)NC(=O)C=1N=NN(C1)C1=CC=CC=C1)F)Cl N-[4-(6-amino-5-chloro-pyrimidine-4-yl)oxy-3-fluorophenyl]-1-phenyl-triazole-4-carboxamide